[S-2].C1(=CC=CC=C1)[K] phenylpotassium sulfide